2-(4-(4-(1H-imidazole-2-carbonyl)piperazine-1-carbonyl)phenyl)-1H-benzo[d]imidazole-4-carboxamide N1C(=NC=C1)C(=O)N1CCN(CC1)C(=O)C1=CC=C(C=C1)C1=NC2=C(N1)C=CC=C2C(=O)N